S(=O)(=O)(O)C1=CC=C(C)C=C1.NC1=C2C(=NC=N1)N(N=C2C=2C=NC=C(C2)O)[C@@H](C)C=2OC(C1=CC=CC=C1C2C2=CC(=CC=C2)CN2CCN(CC2)C)=O (S)-3-(1-(4-amino-3-(5-hydroxypyridin-3-yl)-1H-pyrazolo[3,4-d]pyrimidin-1-yl)ethyl)-4-(3-((4-methylpiperazin-1-yl)methyl)phenyl)-1H-isochromen-1-one Tosylate